C(C)(C)(C)C1=C(C=CC(=C1)C(C)(C)C)S 2,4-di-tert-butylthiophenol